Nitro-aminoadamantane [N+](=O)([O-])C1C2(CC3CC(CC1C3)C2)N